7-methanesulfinyl-2-methyl-4-[4-(trifluoromethyl)phenyl]-2H,4H-pyrazolo[4,3-b]indole CS(=O)C1=CC=2C=3C(N(C2C=C1)C1=CC=C(C=C1)C(F)(F)F)=CN(N3)C